1-((2R,5S)-5-cyclopropyl-5-(hydroxymethyl)-2,5-dihydrofuran-2-yl)-5-methylpyrimidine-2,4(1H,3H)-dione C1(CC1)[C@]1(C=C[C@@H](O1)N1C(NC(C(=C1)C)=O)=O)CO